8-(6-Methoxypyridin-3-yl)-1,3-dimethyl-7-(4-((4-(methylsulfonyl)piperidin-1-yl)methyl)phenyl)-3,6-dihydroimidazo[4,5-d]pyrrolo[2,3-b]pyridin-2(1H)-on COC1=CC=C(C=N1)C1=C(NC2=NC=C3C(=C21)N(C(N3C)=O)C)C3=CC=C(C=C3)CN3CCC(CC3)S(=O)(=O)C